3-((2-(4,4-difluoropiperidin-1-yl)-6-methoxy-7-(3-(pyrrolidin-1-yl)propoxy)quinazolin-4-yl)amino)tetrahydro-2H-thiopyran 1,1-dioxide FC1(CCN(CC1)C1=NC2=CC(=C(C=C2C(=N1)NC1CS(CCC1)(=O)=O)OC)OCCCN1CCCC1)F